(S)-((2-(4-cyanophenyl)propyl)amino)-2-(1-methyl-1H-pyrazol-4-yl)-N-(5-(1-methyl-1H-pyrazol-4-yl)pyridin-2-yl)acetamide C(#N)C1=CC=C(C=C1)C(CN[C@H](C(=O)NC1=NC=C(C=C1)C=1C=NN(C1)C)C=1C=NN(C1)C)C